C(C1=CC=CC=C1)N1C(N(C=2N=NC(=CC21)C=2C(=NC(=NC2)OC(C)(C)C)OC(C)(C)C)C)=O 5-benzyl-3-(2,4-di-t-butoxypyrimidin-5-yl)-7-methyl-imidazo[4,5-c]pyridazin-6-one